C(#N)C1=C(SC2=C1C(=NC=C2F)C=2C1=C(C=3C=NC(=NC3C2F)N2C[C@H](CC2)N([C@@H]2CN(CC2)C)C)COC1)NC(OC(C)(C)C)=O tert-Butyl (3-cyano-7-fluoro-4-(5-fluoro-3-((S)-3-(methyl((S)-1-methylpyrrolidin-3-yl)amino)pyrrolidin-1-yl)-7,9-dihydrofuro[3,4-f]quinazolin-6-yl)thieno[3,2-c]pyridin-2-yl)carbamate